2,3,6,7-tetrahydro-1,4-oxaazepin O1CCN=CCC1